ClC=1SC(=CC1CCNOC)Cl 2-(2,5-dichlorothiophen-3-yl)-N-methoxyethan-1-amine